3-methyl-1-(oxetan-3-yl)indazole-5-carboxylic acid CC1=NN(C2=CC=C(C=C12)C(=O)O)C1COC1